2-[(dimethoxymethylsilyl)methyl]-1,4-butanediamine COC(OC)[SiH2]CC(CN)CCN